Methyl 6-bromo-8-chloro-[1,2,4]triazolo[4,3-a]pyridine-3-carboxylate BrC=1C=C(C=2N(C1)C(=NN2)C(=O)OC)Cl